C(C)(C)(C)C=1C=C(C=CC1)NC(COC1=CC=C2C(=NN(C2=C1)C)C1C(NC(CC1)=O)=O)=O N-(3-(tert-butyl)phenyl)-2-((3-(2,6-dioxopiperidin-3-yl)-1-methyl-1H-indazol-6-yl)oxy)acetamide